N-(3,5-dimethyltricyclo[3.3.1.13,7]dec-1-yl)-4-(phenoxy)benzenesulfonamide CC12CC3(CC(CC(C1)(C3)C)C2)NS(=O)(=O)C2=CC=C(C=C2)OC2=CC=CC=C2